O1C2=C(OCC1)C=C(C=C2)[C@H]([C@@H](CN2CCCC2)NC(=O)[C@H]2CN(CC2)C2=NC(=CC=C2)OC2=CC=C(C=C2)F)O (R)-N-((1R,2R)-1-(2,3-dihydrobenzo[b][1,4]dioxin-6-yl)-1-hydroxy-3-(pyrrolidin-1-yl)propan-2-yl)-1-(6-(4-fluorophenoxy)pyridin-2-yl)pyrrolidine-3-carboxamide